C(C)(C)N1N=CC(=C1)C1=C(OC2=C(C(=CC=C2C1)OC)OC)C(F)(F)F 3-(1-isopropyl-1H-pyrazol-4-yl)-7,8-dimethoxy-2-(trifluoromethyl)-4H-chromen